8-fluoro-4-(piperazin-1-yl)quinazolin-6-carbonitrile FC=1C=C(C=C2C(=NC=NC12)N1CCNCC1)C#N